(S)-1-(1-methyl-4-nitro-1H-pyrazol-5-yl)pent-4-en-1-ol CN1N=CC(=C1[C@H](CCC=C)O)[N+](=O)[O-]